(2S)-1-(3-cyclopropyl-3-hydroxypyrrolidin-1-yl)propane C1(CC1)C1(CN(CC1)CCC)O